NC1=CC=C(C=C1)C1CCS(CC1)=O (1s,4s)-4-(4-aminophenyl)tetrahydro-2H-thiopyran 1-oxide